2-chloro-5H,6H-cyclopenta[b]pyridin-7-one ClC1=CC=C2C(=N1)C(CC2)=O